3-(5-(difluoromethyl)-1,3,4-thiadiazol-2-yl)-N-(1-(fluoromethyl)cyclopropyl)-1-(3-methoxypropyl)imidazo[1,5-a]pyridine-6-sulfonamide FC(C1=NN=C(S1)C1=NC(=C2N1C=C(C=C2)S(=O)(=O)NC2(CC2)CF)CCCOC)F